2-(3-((4-(pyridazin-3-yl)phenyl)amino)phenyl)-1H-imidazo[4,5-c]pyridine-6-carboxylic acid N1=NC(=CC=C1)C1=CC=C(C=C1)NC=1C=C(C=CC1)C=1NC2=C(C=NC(=C2)C(=O)O)N1